C(CCCCCCCCCCCCCCC)OC([C@@H](NC(=O)OC(C)(C)C)C)=O (tert-Butoxycarbonyl)-L-alanine hexadecyl ester